6-bromo-5-methylpyridin-2-amine BrC1=C(C=CC(=N1)N)C